C(C=C)NC(=O)C1=CC2=C(C=N1)CN(C2)C2=NOC(C2)(C(F)(F)F)C2=CC(=C(C(=C2)Cl)F)Cl N-allyl-2-(5-(3,5-dichloro-4-fluorophenyl)-5-(trifluoromethyl)-4,5-dihydroisoxazol-3-yl)-2,3-dihydro-1H-pyrrolo[3,4-c]pyridine-6-carboxamide